2-(undecyl)imidazole C(CCCCCCCCCC)C=1NC=CN1